FC(OCC1=C(N)C=CC=C1)F 2-(difluoromethoxy)methylaniline